C(C)(C)(C)N(S(=O)(=O)C=1C=C2C=CNC2=C(C1)N1[C@@H]2CN(C[C@H]1CC2)C(C2=C(C=C(C=C2)F)Cl)=O)C N-tert-butyl-7-[(1S,5R)-3-(2-chloro-4-fluoro-benzoyl)-3,8-diazabicyclo[3.2.1]octan-8-yl]-N-methyl-1H-indole-5-sulfonamide